2-({[(3,6-dichloropyridazin-4-yl)carbonyl]amino}methyl)-1,3-thiazole ClC=1N=NC(=CC1C(=O)NCC=1SC=CN1)Cl